O=C1NC(CCC1N1C(N(C2=C1C=CC(=C2)C2CCC(CC2)CCCC(=O)O)C)=O)=O 4-[(1r,4s)-4-[1-(2,6-dioxopiperidin-3-yl)-3-methyl-2-oxo-1,3-benzodiazol-5-yl]cyclohexyl]-butanoic acid